(5-((4-Bromobenzyl)oxy)-4-oxo-4H-chromene-2-carbonylamino)-L-phenylalanine BrC1=CC=C(COC2=C3C(C=C(OC3=CC=C2)C(=O)NN[C@@H](CC2=CC=CC=C2)C(=O)O)=O)C=C1